2,3,5,6-tetrafluoro-4-methoxybenzoyl chloride FC1=C(C(=O)Cl)C(=C(C(=C1F)OC)F)F